1-ethyl-3-(4-(trifluoromethyl)pyridin-2-yl)-1,3,8-triazaspiro[4.5]decane-2,4-dione C(C)N1C(N(C(C12CCNCC2)=O)C2=NC=CC(=C2)C(F)(F)F)=O